I[Zn]C1CCOCC1 iodo(oxan-4-yl)zinc